[2H]C1(C(C=2N=CSC2CC12CCNCC2)=O)[2H] (5,5-dideutero)-5H-spiro[[1,3]benzothiazol-6,4'-piperidin]-4(7H)-one